C(C)(=O)NC1=NN(C=C1)C(=O)N1CCN(CC1)CC1=C(C=C(C=C1)Cl)NCC(=O)O (2-((4-(3-Acetamido-1H-pyrazole-1-carbonyl)piperazin-1-yl)methyl)-5-chlorophenyl)glycine